C(CCC)C1=C(C2=C(C=3C(=NNC3C=C2)F)CCC1)C1=CC=C(C=C1)N1CCC(CC1)CN1CCN(CC1)C=1C=C2CN(C(C2=CC1)=O)N1C(CCCC1=O)=O (5-(4-((1-(4-(7-butyl-1-fluoro-3,8,9,10-tetrahydrocyclohepta[e]indazol-6-yl)phenyl)piperidin-4-yl)methyl)piperazin-1-yl)-1-oxoisoindolin-2-yl)piperidine-2,6-dione